(2Z)-2-(PHENYLIMINO)-1,3-THIAZOLIDINE-4-ONE C1(=CC=CC=C1)\N=C\1/SCC(N1)=O